OCCOCCOCCOCCOCCOCCOS(=O)(=O)C1=CC=C(C=C1)C.C(C1=CC=CC=C1)OC1=CC=C(CC2=NOC(=C2)C2=NC=CC=C2)C=C1 (3-(4-(benzyloxy)benzyl)isoxazol-5-yl)pyridin 2-[2-[2-[2-[2-(2-Hydroxyethoxy)ethoxy]ethoxy]ethoxy]ethoxy]ethyl-4-methylbenzenesulfonate